C1(CC1)C=1C=C(C(=O)N[C@@H](C)C2=NC=NN2C2=NC=C(C=C2)N=S2(CCC2)=O)C=C(C1)C(F)(F)F (S)-3-cyclopropyl-N-(1-(1-(5-((1-oxido-λ6-thietan-1-ylidene)amino)pyridin-2-yl)-1H-1,2,4-triazol-5-yl)ethyl)-5-(trifluoromethyl)benzamide